5-bromo-2',3'-dideoxyuridine-5'-triphosphate P(O)(=O)(OP(=O)(O)OP(=O)(O)O)OC[C@@H]1CC[C@@H](O1)N1C(=O)NC(=O)C(=C1)Br